(dimethylphosphoryl)-4-(4,4,5,5-tetramethyl-1,3,2-dioxaborolan-2-yl)benzonitrile CP(=O)(C)C1=C(C#N)C=CC(=C1)B1OC(C(O1)(C)C)(C)C